N1=CN=CC2=C1NC(C21CC1)=O spiro[cyclopropane-1,5'-pyrrolo[2,3-d]pyrimidine]-6'(7'H)-one